C(#N)C=1C=C(C=CC1F)S(=O)(=O)N 3-cyano-4-fluorobenzenesulfonamide